O1C(C=CC2=C3C(=CC=C12)C1=CC=CC=C1C=C3)=O 2H-naphtho[2,1-f]chromen-2-one